2-(3-(4-(difluoromethoxy)phenyl)-6-oxopyridazin-1(6H)-yl)-N-ethylacetamide FC(OC1=CC=C(C=C1)C1=NN(C(C=C1)=O)CC(=O)NCC)F